BrC1=CC=C(C(=N1)C)OC(F)F 6-bromo-3-(difluoromethoxy)-2-methylpyridine